4-(2-(Isopropyl-(propyl)amino)-6-methylpyrimidine-4-amido)-2-methylbenzoic acid C(C)(C)N(C1=NC(=CC(=N1)C(=O)NC1=CC(=C(C(=O)O)C=C1)C)C)CCC